6-((4-((2-Isopropyl-4-phenylthiazol-5-yl)oxy)pyridin-2-yl)amino)picolinic acid methyl ester COC(C1=NC(=CC=C1)NC1=NC=CC(=C1)OC1=C(N=C(S1)C(C)C)C1=CC=CC=C1)=O